racemic-3,3-difluoro-1-methylcyclopentanecarboxylic acid FC1(C[C@@](CC1)(C(=O)O)C)F |r|